1-methoxy-4-(2-methyl-3-phenethyloxyallyl)benzene COC1=CC=C(C=C1)CC(=COCCC1=CC=CC=C1)C